2-(2-fluorobenzyl)-7-methoxypyrazolo[1,5-c]quinazolin-5-amine FC1=C(CC2=NN3C(=NC=4C(=CC=CC4C3=C2)OC)N)C=CC=C1